N-(8,9-difluoro-6-oxo-1,4,5,6-tetrahydro-2H-pyrano[3,4-c]isoquinolin-1-yl)-3-(difluoromethyl)-N,1-dimethyl-1H-indazole-5-carboxamide FC=1C(=CC=2C3=C(NC(C2C1)=O)COCC3N(C(=O)C=3C=C1C(=NN(C1=CC3)C)C(F)F)C)F